(R)-2-(4-(6-fluoroquinolin-4-yl)cyclohexyl)propionic acid FC=1C=C2C(=CC=NC2=CC1)C1CCC(CC1)[C@H](C(=O)O)C